(S)-2,2-dimethyl-6-(3-p-tolyl-1,2,4-oxadiazol-5-yl)-3,4-dihydro-2H-pyrano[2,3-b]pyridin-3-ol CC1([C@H](CC=2C(=NC=C(C2)C2=NC(=NO2)C2=CC=C(C=C2)C)O1)O)C